CC1=NC(=CC(=C1)N1CCN(CC1)CC=1C=C2C(N(C(C2=CC1)=O)N1C(NC(CC1)=O)=O)=O)C 5-((4-(2,6-dimethylpyridin-4-yl)piperazin-1-yl)methyl)-2-(2,4-dioxotetrahydropyrimidin-1(2H)-yl)isoindoline-1,3-dione